C(=C)C1=CC=C(C[Si])C=C1 p-vinylbenzyl-silicon